6-(3-amino-5-fluoro-6-(4-((1S,5R)-3-methyl-3-azabicyclo[3.1.0]hexane-1-yl)phenyl)pyrazin-2-yl)-7-fluoro-3,4-dihydroisoquinolin-1(2H)-one NC=1C(=NC(=C(N1)F)C1=CC=C(C=C1)[C@]12CN(C[C@@H]2C1)C)C=1C=C2CCNC(C2=CC1F)=O